6-fluoro-N-(3-fluoro-4-(piperazin-1-yl)phenyl)-4-trifluoromethylquinazolin-2-amine FC=1C=C2C(=NC(=NC2=CC1)NC1=CC(=C(C=C1)N1CCNCC1)F)C(F)(F)F